7-(2-fluoro-6-methyl-phenyl)-N5-[[(3S)-3-piperidyl]methyl]isoquinoline-3,5-diamine FC1=C(C(=CC=C1)C)C=1C=C(C=2C=C(N=CC2C1)N)NC[C@@H]1CNCCC1